BrC1=CC=CC(=N1)N1C[C@@H](O[C@@H](C1)C)C (2S,6R)-4-(6-bromo-2-pyridinyl)-2,6-dimethyl-morpholine